benzyl (1R)-1-(((R)-tert-butylsulfinyl)amino)-3-(trifluoromethyl)-8-azaspiro[4.5]decane-8-carboxylate C(C)(C)(C)[S@@](=O)N[C@@H]1CC(CC12CCN(CC2)C(=O)OCC2=CC=CC=C2)C(F)(F)F